ClC=1C=C(C=C2C=C(N=CC12)NC(=O)C1C(C1)F)C1=CC(N(C=C1C)CC)=O N-[8-chloro-6-(1-ethyl-5-methyl-2-oxo-4-pyridinyl)-3-isoquinolinyl]-2-fluoro-cyclopropanecarboxamide